N-(cyclopropylmethyl)-1-(4-(1-(4-(5-(difluoromethyl)-1,3,4-oxadiazol-2-yl)-2,6-difluorobenzyl)-1H-1,2,3-triazol-4-yl)benzoyl)piperidine-3-carboxamide C1(CC1)CNC(=O)C1CN(CCC1)C(C1=CC=C(C=C1)C=1N=NN(C1)CC1=C(C=C(C=C1F)C=1OC(=NN1)C(F)F)F)=O